Tert-butyl (3R,5S)-3-[[2-[bis[(4-methoxyphenyl)methyl]amino]-3-nitro-4-pyridyl]amino]-5-hydroxy-piperidine-1-carboxylate COC1=CC=C(C=C1)CN(C1=NC=CC(=C1[N+](=O)[O-])N[C@H]1CN(C[C@H](C1)O)C(=O)OC(C)(C)C)CC1=CC=C(C=C1)OC